ClC=1C(=NC=C(C1)C(F)(F)F)N1CCN(CC1)CC=1C=C2CN(C(C2=CC1)=O)N1C(NC(CC1)=O)=O 1-(5-((4-(3-chloro-5-(trifluoromethyl)pyridin-2-yl)piperazin-1-yl)methyl)-1-oxoisoindolin-2-yl)dihydropyrimidine-2,4(1H,3H)-dione